C(C)(C)N1C(NC(=CC1=O)N[C@@H](C)C1=C(C#N)C=CC=C1)=O (S)-2-(1-((1-isopropyl-2,6-dioxo-1,2,3,6-tetrahydropyrimidin-4-yl)amino)ethyl)benzonitrile